2-(1-(3,3-dimethylcyclohexyl)ethoxy)-2-methylpropyl cyclopropanecarboxylate C1(CC1)C(=O)OCC(C)(C)OC(C)C1CC(CCC1)(C)C